FC(OC=1C=CC2=C(OC3CCNC2C3)C1)(F)F Rac-9-(trifluoromethoxy)-3,4,5,6-tetrahydro-2H-2,6-methanobenzo[b][1,5]oxazocine